FC(OC1=CC=C(C=N1)C1=CN=CC(=N1)C(=O)N/N=C/C1=NC(=CC(=C1)OC)C(C)O)F (E)-6-(6-(difluoromethoxy)pyridin-3-yl)-N'-((6-(1-hydroxyethyl)-4-methoxypyridin-2-yl)methylene)pyrazine-2-carbohydrazide